2-cyano-2,3-di-n-hexylbutanedioic acid diethyl ester C(C)OC(C(C(C(=O)OCC)CCCCCC)(CCCCCC)C#N)=O